FC1=CC=C(C(=O)N[C@H](C(=O)NCCC2=CNC3=CC=C(C=C23)O)CC2=CNC3=CC=C(C=C23)O)C=C1 (S)-4-fluoro-N-(3-(5-hydroxy-1H-indol-3-yl)-1-((2-(5-hydroxy-1H-indol-3-yl)ethyl)amino)-1-oxopropan-2-yl)benzamide